6-(4-chlorobenzyl)-3-methyl-8-(2-oxa-6-azaspiro[3.3]heptan-6-yl)-2-(propan-2-yl)imidazo[1,2-c]pyrido[2,3-e]pyrimidin-5(6H)-one ClC1=CC=C(CN2C(N3C(C4=C2C=C(C=N4)N4CC2(COC2)C4)=NC(=C3C)C(C)C)=O)C=C1